OCC(C=1SC=CC1)NC(=O)C=1N=CN(C1)C1=NC(=NC=C1C)NC1CCOCC1 N-(2-hydroxy-1-(thiophen-2-yl)ethyl)-1-(5-methyl-2-((tetrahydro-2H-pyran-4-yl)amino)pyrimidin-4-yl)-1H-imidazole-4-carboxamide